[Cl-].C(CCCCCCCCCCCCCCCCC)[NH+](CCO)C octadecyl-methyl-(2-hydroxyethyl)ammonium chloride